ClC=1C(=NC(=NC1)NC1=C(C=C(C(=C1)[N+](=O)[O-])F)OC)C1=CN(C2=C3C(=CC=C12)CCC3)C 5-chloro-N-(4-fluoro-2-methoxy-5-nitrophenyl)-4-(1-methyl-1,6,7,8-tetrahydrocyclopenta[g]indol-3-yl)pyrimidin-2-amine